cis-2-(((6-(4-((((R)-1-(2-chlorophenyl)ethoxy)carbonyl)amino)-3-methylisoxazol-5-yl)pyridin-3-yl)oxy)methyl)cyclohexane-1-carboxylic acid ClC1=C(C=CC=C1)[C@@H](C)OC(=O)NC=1C(=NOC1C1=CC=C(C=N1)OC[C@@H]1[C@@H](CCCC1)C(=O)O)C